[N+](=O)([O-])[O-].[NH4+].N1=NC=NN=C1 [1,2,4,5]tetrazine ammonium nitrate